acrylic acid-2-isocyanato-propyl ester N(=C=O)C(COC(C=C)=O)C